CN1CCN(CC1)CCCC(=O)OCC1=CC(=C(C=C1)OCCCCCCCCCCCC)OCCCCCCCCCCCC 3,4-Bis(dodecyloxy)benzyl 4-(4-methylpiperazin-1-yl)butanoate